6-bromo-1-(1-(2,4-dichlorophenyl)ethyl)-4-vinyl-1H-benzo[d][1,2,3]triazole BrC=1C=C(C2=C(N(N=N2)C(C)C2=C(C=C(C=C2)Cl)Cl)C1)C=C